COC(=O)C1(CCC2(C(CC3=CC=CC=C23)CC(C(C)O)C)CC1)NC1=CC(=CC=C1)Cl (1r,4r)-4-(3-Chloroanilino)-2'-(3-hydroxy-2-methylbutyl)-2',3'-dihydrospiro[cyclohexane-1,1'-indene]-4-carboxylic acid methyl ester